COC(=O)N1[C@H]([C@H](C[C@H]1C)NS(=O)(=O)C)CO[C@@H]1C[C@@H]2C[C@@]2(CC1)C1=NC=C(C=N1)C#N (2R,3S,5R)-2-((((1S,3S,6R)-6-(5-cyanopyrimidin-2-yl)bicyclo[4.1.0]hept-3-yl)oxy)methyl)-5-methyl-3-(methylsulfonylamino)pyrrolidine-1-carboxylic acid methyl ester